CC1=NC(=NC=2N([C@H](C(NC12)=O)C)C)N[C@H]1C[C@H](C1)NC(OC1=CC=C(C=C1)F)=O 4-fluorophenyl (cis-3-(((S)-4,7,8-trimethyl-6-oxo-5,6,7,8-tetrahydropteridin-2-yl)amino)cyclobutyl)carbamate